N,N-dimethyl-1-(3-nitro-5-(trifluoromethyl)phenyl)methanamine CN(CC1=CC(=CC(=C1)C(F)(F)F)[N+](=O)[O-])C